FC1=C(C(=CC=C1)F)N1N=CC(=C1C(F)(F)F)C(=O)NC1=CC(=C(C=C1)OC1=C2C(=NC=C1)NC(N2C(C)C)=O)F (2,6-difluorophenyl)-N-(3-fluoro-4-((1-isopropyl-2-keto-2,3-dihydro-1H-imidazo[4,5-b]pyridin-7-yl)oxy)phenyl)-5-(trifluoromethyl)-1H-pyrazole-4-carboxamide